OCC(CO)C(CCO)O 2-Hydroxymethyl-1,3,5-pentantriol